FC(S(=O)(=O)C1(CC1)CN1C(C2=C(CC1)C(=NN2C)C(=O)OCC)=O)F Ethyl 6-((1-((difluoromethyl)sulfonyl)cyclopropyl)methyl)-1-methyl-7-oxo-4,5,6,7-tetrahydro-1H-pyrazolo[3,4-c]pyridine-3-carboxylate